CS(=O)(=O)C1=CC=C(C=C)C=C1 p-methanesulfonyl-styrene